OC[C@@H]1OCCN(C1)[C@H]1CNCC1 (R)-3-((R)-2-(hydroxymethyl)morpholino)pyrrolidin